O[C@@H]1[C@H](O[C@H]([C@@H]1O)N1C2=NC(=NC(=C2N=C1)NC([2H])([2H])[2H])C=1C=NC=C(C1)C)C(=O)NC([2H])([2H])[2H] (2S,3S,4R,5R)-3,4-dihydroxyl-N-(methyl-d3)-5-(6-((methyl-d3)-amino)-2-(5-methylpyridin-3-yl)-9H-purin-9-yl)tetrahydrofuran-2-carboxamide